3,4-bis(di-isobutylphosphino)-2-isopropylthiophene C(C(C)C)P(C1=C(SC=C1P(CC(C)C)CC(C)C)C(C)C)CC(C)C